N(N)C([C@@H](C)NC(OC(C)(C)C)=O)=O (R)-tert-butyl (1-hydrazinyl-1-oxopropan-2-yl)carbamate